CC=1C(=C(C(=O)OC(C)(C)C=2C=NC3=C(C=C(C=C3C2C(C)C)B2OC(C(O2)(C)C)(C)C)F)C=CC1N1C[C@@H](CC1)C(OC)OC)C=O 2-(8-fluoro-4-isopropyl-6-(4,4,5,5-tetramethyl-1,3,2-dioxaborolan-2-yl)quinolin-3-yl)propan-2-ol methyl-4-[(3R)-3-(dimethoxy-methyl)pyrrolidin-1-yl]-2-formylbenzoate